O=C1NC(CCC1N1C(C2=CC=CC(=C2C1=O)NCCC(=O)N1CCN(CC1)C1=CC=C(C=C1)NC1=NN2C(C=CC=C2C2=CC=C(C=C2)S(=O)(=O)C)=N1)=O)=O 2-(2,6-Dioxo-piperidin-3-yl)-4-[3-(4-{4-[5-(4-methanesulfonyl-phenyl)-[1,2,4]triazolo[1,5-a]pyridin-2-ylamino]-phenyl}-piperazin-1-yl)-3-oxo-propylamino]-isoindole-1,3-dione